6-(tert-butyldimethylsilyloxy)-2H-pyran-3(6H)-one [Si](C)(C)(C(C)(C)C)OC1C=CC(CO1)=O